FC1=C(C(=CC=C1)C)N1CCC(CC1)(C)N 1-(2-Fluoro-6-methyl-phenyl)-4-methyl-piperidin-4-ylamine